tetrahydrothieno[3,2-c]pyridine S1CCC2CN=CC=C21